CC1=C(OC2=C1C=C(C=C2)S(N(CCC2=CC=CC=C2)CC2=C(C=C(C=C2)C(F)(F)F)F)(=O)=O)C(=O)O 3-methyl-5-(N-(2-fluoro-4-(trifluoromethyl)benzyl)-N-phenethylsulfamoyl)benzofuran-2-carboxylic acid